4-bromo-1,1'-biphenyl-2,3,5,6-d BrC1=C(C(=C(C(=C1[2H])[2H])C1=CC=CC=C1)[2H])[2H]